C(C)OC(=O)C=1C(=NN2C1O[C@@H](CC2)C)C=2C=NC(=CC2)CC(C)(C)O.P.[Au+3] Gold(III) phosphine Ethyl-(5R)-2-[6-(2-hydroxy-2-methylpropyl)pyridin-3-yl]-5-methyl-6,7-dihydro-5H-pyrazolo[5,1-b][1,3]oxazine-3-carboxylate